FC1([C@@](N=C(OC1)N)(C)C1=C(C=CC(=C1)\C=C(\C1=NC=C(N=C1)OCC#C)/F)F)F (R,Z)-5,5-difluoro-4-(2-fluoro-5-(2-fluoro-2-(5-(prop-2-yn-1-yloxy)pyrazin-2-yl)vinyl)phenyl)-4-methyl-5,6-dihydro-4H-1,3-oxazin-2-amine